4,4'-biphenol phenylphosphonate C1(=CC=CC=C1)P(O)(O)=O.C1(=CC=C(C=C1)C1=CC=C(C=C1)O)O